3-[(2R)-2-cyano-2-methyl-pyrrolidine-1-carbonyl]-1-(4-fluorophenyl)-8-methoxy-N-(2-oxo-1H-pyridin-3-yl)-5,6-dihydropyrrolo[2,1-a]isoquinoline-9-carboxamide C(#N)[C@@]1(N(CCC1)C(=O)C1=CC(=C2N1CCC1=CC(=C(C=C21)C(=O)NC=2C(NC=CC2)=O)OC)C2=CC=C(C=C2)F)C